F[C@@]12[C@@H](CNCC1)CN(C2=O)C=2C=CC(=C(C(=O)O)C2)C(C)C 5-((3aS,7aR)-7a-fluoro-1-oxooctahydro-2H-pyrrolo[3,4-c]pyridin-2-yl)-2-isopropylbenzoic acid